3-acetyl-1-(2-((2-((3-chloro-2-fluorobenzyl)amino)-2-oxoethyl)(cyclopropyl)amino)-2-oxoethyl)-N-(pyridin-2-ylmethyl)-1H-indole-5-carboxamide C(C)(=O)C1=CN(C2=CC=C(C=C12)C(=O)NCC1=NC=CC=C1)CC(=O)N(C1CC1)CC(=O)NCC1=C(C(=CC=C1)Cl)F